5-(4-((21-chloro-3,6,9,12,15-pentaoxahenicosyl)oxy)-3,5-dimethoxybenzyl)pyrimidine-2,4-diamine ClCCCCCCOCCOCCOCCOCCOCCOC1=C(C=C(CC=2C(=NC(=NC2)N)N)C=C1OC)OC